C(C1=CC=CC=C1)C1(C(N(C2=CC=CC=C12)C)=O)F 3-benzyl-3-fluoro-1-methylindolin-2-one